FC(C(=O)O)(F)F.C1(CC1)[C@H](C)N1C(C2=CC=C(C=C2C1)C1=CC(=NC=C1)C=1NC(=C(N1)C(=O)NC(C)C)C)=O (S)-2-(4-(2-(1-Cyclopropylethyl)-1-oxoisoindolin-5-yl)pyridin-2-yl)-N-isopropyl-5-methyl-1H-imidazole-4-carboxamide Trifluoroacetate Salt